2-(4-cyclopropyl-6-methoxypyrimidin-5-yl)-4-(1-(3-fluoro-4-(1-isopropyl-4-(trifluoromethyl)-1H-imidazol-2-yl)-2-methoxyphenyl)ethyl)-6,7-dihydro-[1,2,4]triazolo[1,5-a]pyrimidin C1(CC1)C1=NC=NC(=C1C1=NN2C(N(CCC2)C(C)C2=C(C(=C(C=C2)C=2N(C=C(N2)C(F)(F)F)C(C)C)F)OC)=N1)OC